(S)-3-(5-(4-((1-(4-((1R,2R)-2-cyclohexyl-6-hydroxy-1,2,3,4-tetrahydronaphthalen-1-yl)-2-fluorophenyl)piperidin-4-yl)methyl)piperazin-1-yl)-1-oxoisoindolin-2-yl)piperidine-2,6-dione C1(CCCCC1)[C@@H]1[C@@H](C2=CC=C(C=C2CC1)O)C1=CC(=C(C=C1)N1CCC(CC1)CN1CCN(CC1)C=1C=C2CN(C(C2=CC1)=O)[C@@H]1C(NC(CC1)=O)=O)F